(Sa)-6-(4-Chloro-1-(4-(trifluoromethoxy)benzyl)-1H-indazol-7-carboxamido)spiro[3.3]heptan ClC1=C2C=NN(C2=C(C=C1)C(=O)NC1CC2(CCC2)C1)CC1=CC=C(C=C1)OC(F)(F)F